3,5-dimethyl-4-(4-methylpiperazin-1-yl)-2-nitroaniline CC=1C(=C(N)C=C(C1N1CCN(CC1)C)C)[N+](=O)[O-]